The molecule is a amidobenzoic acid that consists of benzoic acid bearing an acetamido substituent at position 4. It derives from a 4-aminobenzoic acid. It is a conjugate acid of a 4-acetamidobenzoate. CC(=O)NC1=CC=C(C=C1)C(=O)O